(2S)-2-benzyl-1,4,7,10-tetraazacyclododecaneN C(C1=CC=CC=C1)C1=NCCNCCNCCNC1